(S)-N-(3-(2-(1-cyclopropylethyl)-7-(difluoromethoxy)-1-oxoisoindolin-5-yl)-1H-pyrrolo[2,3-b]pyridin-6-yl)acetamide C1(CC1)[C@H](C)N1C(C2=C(C=C(C=C2C1)C1=CNC2=NC(=CC=C21)NC(C)=O)OC(F)F)=O